[Br-].C(CCCCCCCCCCCCCCCC)[N+](C)(C)C Heptadecyl-trimethyl-ammonium bromide